ClC=1C=C(C=CC1C=1N(C2=NC=NC(=C2N1)OC1(CC1)C)CC1=C(N=NC=C1)C)CC(=O)N 2-(3-chloro-4-(6-(1-methylcyclopropoxy)-9-((3-methylpyridazin-4-yl)methyl)-9H-purin-8-yl)phenyl)acetamide